FC1(CC(C1)C(C(=O)N1CCOC2=C(C1)C=NC=C2C#N)(C)C)F 4-[2-(3,3-difluorocyclobutyl)-2-methyl-propanoyl]-3,5-dihydro-2H-pyrido[3,4-f][1,4]oxazepine-9-carbonitrile